2-(4-chloro-3-(4,4,5,5-tetramethyl-1,3,2-dioxaborolan-2-yl)phenyl)-N-(4-methoxybenzyl)-2-phenylethan-1-amine ClC1=C(C=C(C=C1)C(CNCC1=CC=C(C=C1)OC)C1=CC=CC=C1)B1OC(C(O1)(C)C)(C)C